FC(C(=O)O)(F)F.FC1(CNCC[C@@H]1N1CCN(CC1)C1=CC=C2C(=NN(C2=C1)C)C1C(NC(CC1)=O)=O)F 3-(6-{4-[(4S)-3,3-difluoropiperidin-4-yl]piperazin-1-yl}-1-methylindazol-3-yl)piperidine-2,6-dione trifluoroacetate